2-(Azetidin-1-yl)-3-phenylquinazolin-4(3H)-one N1(CCC1)C1=NC2=CC=CC=C2C(N1C1=CC=CC=C1)=O